2-[[[(1R)-1-(hydroxymethyl)propyl]-[7-isopropyl-4-[[4-(2-pyridyl)phenyl]methylamino]pyrrolo[2,3-d]pyrimidin-2-yl]amino]methyl]prop-2-enoic acid OC[C@@H](CC)N(C=1N=C(C2=C(N1)N(C=C2)C(C)C)NCC2=CC=C(C=C2)C2=NC=CC=C2)CC(C(=O)O)=C